6-((6-(4-fluorophenyl)pyridin-3-yl)oxy)-N,2-dimethylpyridin-3-amine FC1=CC=C(C=C1)C1=CC=C(C=N1)OC1=CC=C(C(=N1)C)NC